Dichloro[1,1'-bis(diphenylphosphino)ferrocene] nickel (II) [Ni+2].ClC1=C([C-](C=C1)P(C1=CC=CC=C1)C1=CC=CC=C1)Cl.[C-]1(C=CC=C1)P(C1=CC=CC=C1)C1=CC=CC=C1.[Fe+2]